2,4-di-tert-butyl-6-n-octylthiomethylphenol C(C)(C)(C)C1=C(C(=CC(=C1)C(C)(C)C)CSCCCCCCCC)O